5-Isothiazolecarboxylic acid S1N=CC=C1C(=O)O